COC1C(OC2=CC=CC(=C2C1=O)O)C1=CC(=C(C=C1)OC)O 3-methoxy-5,3'-dihydroxy-4'-methoxyflavanone